4,8-Dimethyl-1,3E,7-nonatriene CC(=CCC/C(=C/C=C)/C)C